ClC=1C=C2C=CN=C(C2=CC1)C1CC1 (rac)-(cis)-2-(6-chloroisoquinolin-1-yl)cyclopropane